Thiophenium chloride [Cl-].[SH+]1C=CC=C1